2-oxo-2-(2-phenyl-1H-indol-3-yl)acetamide O=C(C(=O)N)C1=C(NC2=CC=CC=C12)C1=CC=CC=C1